C(C)(C)C1=C(O)C(=CC(=C1)O)C(C)C 2,6-diisopropylhydroquinone